C(C)(C)C1=C(NC2=CC=C(C=C12)C1CCN(CC1)C1CCOCC1)C=1C=CC=2N(C1)C=NN2 6-(3-isopropyl-5-(1-(tetrahydro-2H-pyran-4-yl)piperidin-4-yl)-1H-indol-2-yl)-[1,2,4]triazolo[4,3-a]pyridine